1-(2-(dimethylamino)ethyl)-N4-(4-(7-methoxy-1H-indol-3-yl)-7-tosyl-7H-pyrrolo[2,3-d]pyrimidin-2-yl)-N1-methyl-2-nitrobenzene-1,4-diamine CN(CCC1(C(C=C(C=C1)NC=1N=C(C2=C(N1)N(C=C2)S(=O)(=O)C2=CC=C(C)C=C2)C2=CNC1=C(C=CC=C21)OC)[N+](=O)[O-])NC)C